phenylethylamine chloride salt [Cl-].C1(=CC=CC=C1)CCN